FC1=C(C(=CC=C1)OC)C1=CC=2N(C=C1)C(=NC2)C 7-(2-fluoro-6-methoxyphenyl)-3-methylimidazo(1,5-a)pyridine